FC1CN(CCC1C1=CC=C(C=C1)[C@@]1(C(NC(CC1)=O)=O)C)C(=O)OC(C)(C)C tert-butyl 3-fluoro-4-(4-((R)-3-methyl-2,6-dioxopiperidin-3-yl)phenyl)piperidine-1-carboxylate